5-[[2-Methyl-2-(prop-2-enoylamino)propanoyl]amino]pentanoic acid, sodium salt [Na+].CC(C(=O)NCCCCC(=O)[O-])(C)NC(C=C)=O